2-(5-(4-methylpiperazin-1-yl)-2-((4-((3-(5-oxo-1,4-oxazepan-4-yl)propyl)amino)-5-(trifluoromethyl)pyrimidin-2-yl)amino)phenyl)acetonitrile CN1CCN(CC1)C=1C=CC(=C(C1)CC#N)NC1=NC=C(C(=N1)NCCCN1CCOCCC1=O)C(F)(F)F